1-Propyl-4-[3-(1-propyl-4-piperidyl)propyl]piperidin C(CC)N1CCC(CC1)CCCC1CCN(CC1)CCC